C1(CC1)C1=NN(C=C1NC1=NC=C(C(=N1)NCCCN1CCOCCC1=O)C(F)(F)F)C1CCN(CC1)C 4-(3-((2-((3-cyclopropyl-1-(1-methylpiperidin-4-yl)-1H-pyrazol-4-yl)amino)-5-(trifluoromethyl)pyrimidin-4-yl)amino)propyl)-1,4-oxazepan-5-one